[4-(hydroxycarbamoyl) phenyl] carbamate C(N)(OC1=CC=C(C=C1)C(NO)=O)=O